pentyl-2,4,5-trimethylthiazole C(CCCC)S1C(=NC(=C1C)C)C